BrC=1C=C(OC=2C=NN(C2C(=O)O)C)C=CC1 4-(3-bromophenoxy)-1-methyl-1H-pyrazole-5-carboxylic acid